CO[C@@H]1CCOC12CN(C2)C(=O)OC(C)(C)C tert-Butyl (8R)-8-methoxy-5-oxa-2-azaspiro[3.4]octane-2-carboxylate